CC(C(CC(=O)O)C1=CC=C(C=C1)C)C=CC(C(CC(=O)O)C1=CC=C(C=C1)C)C.F[C@@H]1CC2(CCCN2C1)CO (2R,8S)-2-fluoro-1,2,3,5,6,7-hexahydropyrrolizin-7a-yl-methanol 2,5-dimethyl-1,6-di-p-tolylhex-3-ene-1,6-diyl-diacetate